C1(CC1)[C@@H](C)NC=1N=CC2=C(N1)NC=C2C=2C=C1N=CC=NC1=CC2 (R)-N-(1-cyclopropylethyl)-5-(quinoxalin-6-yl)-7H-pyrrolo[2,3-d]pyrimidin-2-amine